N,2-bis(2,6-dimethylphenyl)-N-ethylacetamidine CC1=C(C(=CC=C1)C)N(C(CC1=C(C=CC=C1C)C)=N)CC